C(CCCC)OC(CCCC\C=C/C#CC=C)OCCCCC 11,11-dipentyloxy-(5Z)-1,5-undecadiene-3-yne